Cl.Cl.CC=1C=C(C=C(C1)OCC1=CC=C(C(=N)NCCC)C=C1)OCC1=CC=C(C(=N)NCCC)C=C1 4,4'-(((5-methyl-1,3-phenylene)bis(oxy))bis(methylene))bis(N-propylbenzamidine) dihydrochloride